N-(2-(4-(4-hydroxy-4-(5-(3-hydroxy-3-methylpyrrolidin-1-yl)pyridin-2-yl)cyclohexyl)hexahydropyrrolo[3,2-b]pyrrol-1(2H)-yl)-2-oxoethyl)-3-(trifluoromethyl)benzamide OC1(CCC(CC1)N1CCC2N(CCC21)C(CNC(C2=CC(=CC=C2)C(F)(F)F)=O)=O)C2=NC=C(C=C2)N2CC(CC2)(C)O